[N-](S(=O)(=O)C(F)(F)F)S(=O)(=O)C(F)(F)F.C(C)[N+]1(CCCC1)CCCC 1-ethyl-1-butylpyrrolidinium bis(trifluoromethanesulfonyl)imide salt